(R)-3-((2-(((3,3-difluoro-1-methylcyclobutyl)(3-methylpyridin-2-yl)methyl)amino)-3,4-dioxocyclobut-1-en-1-yl)amino)-6-fluoro-2-hydroxy-N,N-dimethylbenzamide FC1(CC(C1)(C)[C@H](C1=NC=CC=C1C)NC1=C(C(C1=O)=O)NC=1C(=C(C(=O)N(C)C)C(=CC1)F)O)F